CC1=CC=C(C=C1)S(=O)(=O)OCC1(COC1)C (3-methyloxetan-3-yl)methyl 4-methylbenzene-1-sulfonate